(5-methyl-5,6,7,8-tetrahydrocinnolin-3-yl)methanol CC1C=2C=C(N=NC2CCC1)CO